(3-(1-(4-chlorophenyl)-3-(4-methylbenzyl)-2,5-dioxoimidazolin-4-yl)propanamido)-N-hydroxybenzamide ClC1=CC=C(C=C1)N1C(N(C(C1=O)CCC(=O)NC1=C(C(=O)NO)C=CC=C1)CC1=CC=C(C=C1)C)=O